BrC1=NC(=CC=C1)CCCOC1=CC(=C(C(=C1)[N+](=O)[O-])OC)C1=NN(C=N1)C 2-bromo-6-((4-methoxy-3-(1-methyl-1H-1,2,4-triazol-3-yl)-5-nitrophenoxyethyl)methyl)pyridine